CC=1C=C2NCCNC2=CC1 6-methyl-1,2,3,4-tetrahydroquinoxaline